2-chloro-N-(piperidin-4-yl)-N-(tetrahydro-2H-pyran-4-yl)acetamide ClCC(=O)N(C1CCOCC1)C1CCNCC1